C(C)(C)(C)OC(=O)NCC=1C=CC(=C(C(=O)O)C1)\C=C\OC (E)-5-(((t-Butoxycarbonyl)amino)methyl)-2-(2-methoxyvinyl)benzoic acid